3-(2-oxopyrrolidinyl)propyl Methacrylate C(C(=C)C)(=O)OCCCN1C(CCC1)=O